C(C)(C)(C)OC(=O)N1CC(C1)C1=NNC2=NC=CN=C21 3-(1H-pyrazolo[3,4-b]pyrazin-3-yl)azetidine-1-carboxylic acid tert-butyl ester